C1(CCCC1)[C@H]1CC(NN1)=O |r| racemic-5-cyclopentylpyrazolid-3-one